ONC(=O)C1OC2=C(C=CC=C2CC1)NC(OCC1=C(C=CC=C1)Cl)=O 2-chlorobenzyl (2-(hydroxycarbamoyl)chroman-8-yl)carbamate